5,6-diethoxy-1-indanon C(C)OC=1C=C2CCC(C2=CC1OCC)=O